NC1=CC(=CC(=N1)NCC1CCC(CC1)CO)CN1C[C@@H](O[C@@H](C1)C)C ((1R,4R)-4-(((6-amino-4-(((2S,6R)-2,6-dimethylmorpholino)methyl)pyridin-2-yl)amino)methyl)Cyclohexyl)methanol